6-methyl-9,10-diacryloyloxy-1,4-dihydro-1,4-methanoanthracene CC=1C=C2C(=C3C4C=CC(C3=C(C2=CC1)OC(C=C)=O)C4)OC(C=C)=O